1-methyl-5-(4,4,5,5-tetramethyl-1,3,2-dioxa-borolan-2-yl)-1H-imidazole CN1C=NC=C1B1OC(C(O1)(C)C)(C)C